(4-amino-3-methyl-3H-pyrazolo[3,4-c][1,7]naphthyridin-8-yl)((2S,6R)-9-(trifluoromethyl)-3,4-dihydro-2H-2,6-methanobenzo[b][1,5]oxazocin-5(6H)-yl)methanone NC1=NC=2C=NC(=CC2C2=C1N(N=C2)C)C(=O)N2[C@H]1C3=C(O[C@@H](CC2)C1)C=C(C=C3)C(F)(F)F